2-(t-butyloxycarbonylthio)-4,6-dimethylpyrimidine C(C)(C)(C)OC(=O)SC1=NC(=CC(=N1)C)C